C(C1=CC=CC=C1)N1CCN(CC1)C(=O)C=1C2=C(SC1NC(C1=C(C=CC=C1)F)=O)CCCC2 N-(3-(4-benzylpiperazine-1-carbonyl)-4,5,6,7-tetrahydro-benzo[b]thiophen-2-yl)-2-fluorobenzamide